C(#N)C1CN(C1)C(=O)C1=CC=C(C=C1)NC=1C(=NN(N1)C1=C(C=CC=C1Cl)Cl)C(=O)N 5-[4-(3-Cyano-azetidine-1-carbonyl)-phenylamino]-2-(2,6-dichloro-phenyl)-2H-[1,2,3]triazole-4-carboxylic acid amide